[N-]1C(CCC1)CCCNC(C1=CC=CC=C1)=O N-(3-(tetrahydropyrrolidyl)propyl)benzamide